FC=1C(=C(C=C(C1)C(F)(F)F)CC(=O)O)C(F)(F)F 3-fluoro-2,5-bis(trifluoromethyl)-phenylacetic acid